CC1=C(C=C(C(=O)OC)C=C1)NC1=NC(=CC=C1)C1=CN=C2N1C=CC(=C2)C=2C=NN(C2)C methyl 4-methyl-3-((6-(7-(1-methyl-1H-pyrazol-4-yl)imidazo[1,2-a]pyridin-3-yl)pyridin-2-yl)amino)benzoate